4-((((2S,3S,4R,5R)-5-(6-(allylamino)-9H-purin-9-yl)-3,4-dihydroxytetrahydrofuran-2-yl)methyl)thio)-2-ammoniobutanoate C(C=C)NC1=C2N=CN(C2=NC=N1)[C@H]1[C@@H]([C@@H]([C@H](O1)CSCCC(C(=O)[O-])[NH3+])O)O